4-(2-((S)-1-(2-phenylpropan-2-yl)-3-((R or S)-2,2,2-trifluoro-1-hydroxyethyl)pyrrolidin-3-yl)ethyl)benzonitrile C1(=CC=CC=C1)C(C)(C)N1C[C@](CC1)([C@H](C(F)(F)F)O)CCC1=CC=C(C#N)C=C1 |o1:14|